NC=1C(=NC=C(N1)N1CCC2([C@@H]([C@@H](OC2)C)N)CC1)SC1=CC=NC2=C1OCC1N2C(N(C1)CCO)=O 4-((3-amino-5-((3S,4S)-4-amino-3-methyl-2-oxa-8-azaspiro[4.5]decan-8-yl)pyrazin-2-yl)thio)-8-(2-hydroxyethyl)-6,6a,7,8-tetrahydro-9H-imidazo[1,5-d]pyrido[3,2-b][1,4]oxazin-9-one